C(C)C(CS)CC 2-ethylbutanethiol